2-chloro-4-[[4-[[(1S)-2-hydroxy-1-phenyl-ethyl]amino]-5-[5-(trifluoromethyl)-1,3,4-oxadiazol-2-yl]pyrimidin-2-yl]amino]-N-methyl-benzamide ClC1=C(C(=O)NC)C=CC(=C1)NC1=NC=C(C(=N1)N[C@H](CO)C1=CC=CC=C1)C=1OC(=NN1)C(F)(F)F